2-(2-Chlorophenoxy)-4-[2,6-dioxo-4-(trifluoromethyl)-3,6-dihydropyrimidin-1(2H)-yl]benzonitrile ClC1=C(OC2=C(C#N)C=CC(=C2)N2C(NC(=CC2=O)C(F)(F)F)=O)C=CC=C1